[IH]1[IH][IH][C-]=C1 triiodolide